(S)-2-((4-(2-(4-Chloro-2-fluorobenzyl)benzo[d]thiazol-4-yl)piperidin-1-yl)methyl)-1-(oxetan-2-ylmethyl)-1H-benzo[d]imidazole-6-carboxylic acid ClC1=CC(=C(CC=2SC3=C(N2)C(=CC=C3)C3CCN(CC3)CC3=NC2=C(N3C[C@H]3OCC3)C=C(C=C2)C(=O)O)C=C1)F